ClC1=C(C=CC(=C1C1C(NC(CC1)=O)=O)Cl)C1=CC=C(C=C1)OCC1=NN(C=C1)C 3-(2,4-dichloro-4'-((1-methyl-1H-pyrazol-3-yl)methoxy)-[1,1'-biphenyl]-3-yl)piperidine-2,6-dione